sodium dichlorobenzophenone ClC=1C(=C(C(=O)C2=CC=CC=C2)C=CC1)Cl.[Na]